N-cyclohexyl-1,3-diamino-2-propanol C1(CCCCC1)NCC(CN)O